C(CCC)C1=C(C(=C(C(=N1)O)C(=O)N1C[C@H](CC1)C1=CC=CC=C1)O)N(CCC)C1=CC=CC=C1 (R)-(6-butyl-2,4-dihydroxy-5-(phenyl-(propyl)amino)pyridin-3-yl)(3-phenylpyrrolidin-1-yl)methanone